O=C1NC(CCC1N1C(C2=CC=C(C=C2C1=O)N1CCN(CC1)CCCN1CCC(CC1)COC1=CC=C(OC=2C3=C(SC2C2=CC=C(C=C2)B(O)O)C=C(C=C3)O)C=C1)=O)=O (4-(3-(4-((1-(3-(4-(2-(2,6-dioxopiperidin-3-yl)-1,3-dioxoisoindolin-5-yl)piperazin-1-yl)propyl)piperidin-4-yl)methoxy)phenoxy)-6-hydroxybenzo[b]thiophen-2-yl)phenyl)boronic acid